FC1=CC=C(C=C1)C=1C=C2C(=NC=NC2=C(C1)OC)NC(CN1CCOCC1)C 6-(4-fluorophenyl)-8-methoxy-N-(1-methyl-2-morpholino-ethyl)quinazolin-4-amine